Methyl (S)-5-(4-((S)-2-((S)-2-((tert-butoxycarbonyl)amino)-3-methylbutanamido)propanamido) benzamido)-2-(4-(2-(2,4-diaminopteridin-6-yl)ethyl)benzamido)pentanoate C(C)(C)(C)OC(=O)N[C@H](C(=O)N[C@H](C(=O)NC1=CC=C(C(=O)NCCC[C@@H](C(=O)OC)NC(C2=CC=C(C=C2)CCC=2N=C3C(=NC(=NC3=NC2)N)N)=O)C=C1)C)C(C)C